C1N(CCC2=CC=CC=C12)C=1N=C(C2=C(N1)C=NC=C2)NCC2=CC=NC=C2 [2-(3,4-Dihydro-1H-isochinolin-2-yl)-pyrido[3,4-d]pyrimidin-4-yl]-pyridin-4-ylmethyl-amin